C1(CC1)C(=O)NC1=NC=C(C(=O)NC([2H])([2H])[2H])C(=C1)NC1=C2N(CC=3N(C2=CC=C1)N=C(N3)C)C 6-(cyclopropanecarboxamido)-4-((2,5-dimethyl-4,5-dihydro-[1,2,4]triazolo[1,5-a]quinoxalin-6-yl)amino)-N-(methyl-d3)nicotinamide